NC1=CC(=C2SCCCCCC[C@](C3=NN=C(C1=N2)O3)(O)C(F)(F)F)C(F)(F)F (6R)-17-amino-6,15-bis(trifluoromethyl)-19-oxa-13-thia-3,4,18-triazatricyclo[12.3.1.12,5]nonadeca-1(18),2,4,14,16-pentaen-6-ol